CC1(C(N(C2=NC=CC(=C21)C=2C=CC(=C(C(=O)O)C2)C(F)(F)F)C2=NC=CC=C2)=O)C 5-(3,3-dimethyl-2-oxo-1-(pyridin-2-yl)-2,3-dihydro-1H-pyrrolo[2,3-b]pyridin-4-yl)-2-(trifluoromethyl)benzoic acid